N-(4''-(((3-amino-3-oxopropyl)amino)methyl)-3''-fluoro-5''-methoxy-2,2'-dimethyl-[1,1':3',1''-terphenyl]-3-yl)-2,4-dimethyl-3,5-dioxo-2,3,4,5-tetrahydro-1,2,4-triazine-6-carboxamide NC(CCNCC1=C(C=C(C=C1OC)C=1C(=C(C=CC1)C1=C(C(=CC=C1)NC(=O)C=1C(N(C(N(N1)C)=O)C)=O)C)C)F)=O